O[C@H](CN1CCC2=C1N=NC(=C2)C2=C(C=C(C=C2C)C(F)(F)F)O)C (S)-2-[7-(2-hydroxypropyl)-5,6-dihydropyrrolo[2,3-c]pyridazin-3-yl]-3-methyl-5-(trifluoromethyl)phenol